rac-4-chloro-2-(4-methoxybenzyl)-3-oxo-1-(2-oxoethyl)isoindoline-1-carboxylic acid methyl ester COC(=O)[C@@]1(N(C(C2=C(C=CC=C12)Cl)=O)CC1=CC=C(C=C1)OC)CC=O |r|